C1(CCC1)C1=C(C=CC=C1F)C=1C(=CC=CC1O[C@H]1C[C@@H](CC1)NC([C@H]1N(CC(C1)(C)C)C)=O)C(=O)O 2'-cyclobutyl-3'-fluoro-6-({(1R,3R)-3-[(1,4,4-trimethyl-L-prolyl)amino]cyclopentyl}oxy)[1,1'-biphenyl]-2-carboxylic acid